(R)-3-methyl-4-(4-(3-(1-methyl-1H-indazol-6-yl)-1,4-dihydrothieno[2',3':4,5]cyclopenta[1,2-c]pyrazol-6-yl)benzyl)morpholine Disodium [Na].[Na].C[C@H]1N(CCOC1)CC1=CC=C(C=C1)C1=CC2=C(CC3=C2NN=C3C3=CC=C2C=NN(C2=C3)C)S1